ammonia oxide nickel cobalt [Co].[Ni].[NH3]=O